CC1=C(C(=NO1)C=1C=NC(=CC1)C)COC=1C=C2CCN(CC2=CN1)C(=O)N1CCCC1 6-{[5-methyl-3-(6-methylpyridin-3-yl)-1,2-oxazol-4-yl]methoxy}-2-(pyrrolidine-1-carbonyl)-1,2,3,4-tetrahydro-2,7-naphthyridine